tert-butyl ((2S)-1-(5-(2-bromo-4-fluorophenyl)-2-oxo-1-oxa-3,4-diazaspiro[5.5]undeca-4,8-dien-9-yl)propan-2-yl)carbamate BrC1=C(C=CC(=C1)F)C1=NNC(OC12CC=C(CC2)C[C@H](C)NC(OC(C)(C)C)=O)=O